NCCCOCCCC1=CC2=C(N(C(N2C)=O)C2C(NC(CC2)=O)=O)C=C1 3-[5-[3-(3-aminopropoxy)propyl]-3-methyl-2-oxo-benzimidazol-1-yl]piperidine-2,6-dione